C(C)(C)(C)O[Si](OC(C)=O)(OC(C)=O)OC(C)(C)C di-t-butoxydiacetoxysilane